(+)-di-p-toluoyl-tartaric acid C1(=CC=C(C=C1)C(=O)C(C(C(=O)O)(O)C(=O)C1=CC=C(C=C1)C)(O)C(=O)O)C